FC1=C(C=CC(=C1)CN1CCOCC1)C1=NN2C(OCCC2)=C1C(=O)O 2-[2-Fluoro-4-(morpholin-4-ylmethyl)phenyl]-6,7-dihydro-5H-pyrazolo[5,1-b][1,3]oxazine-3-carboxylic acid